6-nitro-8-quinolinecarboxylic acid, 4-(dimethylamino)-3-nitro-benzoic acid salt CN(C1=C(C=C(C(=O)O)C=C1)[N+](=O)[O-])C.[N+](=O)([O-])C=1C=C2C=CC=NC2=C(C1)C(=O)O